(2R,3S)-3-((5-fluoro-2-(2-methoxy-7-methylquinoxalin-5-yl)benzo[d]thiazol-6-yl)oxy)butan-2-yl (6-(((S)-2-hydroxypropyl)carbamoyl)pyridin-3-yl)carbamate O[C@H](CNC(=O)C1=CC=C(C=N1)NC(O[C@H](C)[C@H](C)OC1=CC2=C(N=C(S2)C2=C3N=CC(=NC3=CC(=C2)C)OC)C=C1F)=O)C